CN1C(CC2=CC(=CC=C12)NC1=NC(=NC=C1C#N)S(=O)(=O)C)=O 4-((1-methyl-2-oxoindolin-5-yl)amino)-2-(methylsulfonyl)pyrimidine-5-carbonitrile